FC(C1=NN2C(C=C(C(=C2)[N+](=O)[O-])C)=N1)(F)F 2-trifluoromethyl-7-methyl-6-nitro-[1,2,4]triazolo[1,5-a]pyridine